IC(C(C(C(C(C(F)(F)F)(F)F)(F)F)(F)F)(F)F)(F)I diiodododecafluorohexane